C1(CC1)C=1C=C(C(N(C1)C)=O)NC=1N=C2N(C(=C(C=C2)OC2=CC(=NC=C2)NC(C)=O)C)C1 N-(4-((2-((5-cyclopropyl-1-methyl-2-oxo-1,2-dihydropyridin-3-yl)amino)-5-methylimidazo[1,2-a]pyridin-6-yl)oxy)pyridin-2-yl)acetamide